[O-2].[O-2].[Ti+4].[Ba+2] barium-titanium dioxide